5-Isobutoxyindole C(C(C)C)OC=1C=C2C=CNC2=CC1